Cl.FC1=CC=C(C=C1)N1CC2([C@@H](C1)N)CCNCC2 (S)-2-(4-fluorophenyl)-2,8-diazaspiro[4.5]Decan-4-amine hydrochloride